FC=1C=C2C(=C(NC2=C(C1)F)C=1C=C(C=CC1)C)C1CC(C1)N 3-[5,7-difluoro-2-(m-tolyl)-1H-indol-3-yl]cyclobutylamine